C(C)OC(CCCCCCCC1C(C1)CCCCCCCCCCC(CCCCCCC)CN(C)C)=O ethyl-8-(2-{11-[(dimethylamino)methyl]octadecyl}cyclopropyl)octanoate